C1(=CC=CC=C1)C1=NOC2=C1N=CS2 phenylthiazoloisoxazoline